methyl-1-tritylaziridine-2-carboxamide CC1(N(C1)C(C1=CC=CC=C1)(C1=CC=CC=C1)C1=CC=CC=C1)C(=O)N